CC(CCCCCO)C(C)O 6-methyl-1,7-octanediol